Iron (II) bis(diethylphosphinate) C(C)P([O-])(=O)CC.C(C)P([O-])(=O)CC.[Fe+2]